1-[(6-methyl-3-pyridinyl)methyl]-6-[3-(trifluoromethyl)phenyl]-3H-imidazo[4,5-b]pyridin-2-one CC1=CC=C(C=N1)CN1C(NC2=NC=C(C=C21)C2=CC(=CC=C2)C(F)(F)F)=O